O=C1OC2=C(N1)C=C(C=C2)CN2CC(CCC2)C2=CC(=C1C=NC=NN12)C1=C(C(=O)N(C(C)C)C(C)C)C=CC=C1 2-(7-{1-[(2-oxo-2,3-dihydro-1,3-benzoxazol-5-yl)methyl]piperidin-3-yl}pyrrolo[2,1-f][1,2,4]triazin-5-yl)-N,N-diisopropylbenzamide